(R)-3-(cyclopropyloxydifluoromethyl)-6-(6-((1,1,1-trifluoropropan-2-yl)oxy)pyridin-3-yl)-[1,2,4]triazolo[4,3-a]pyrazine C1(CC1)OC(C1=NN=C2N1C=C(N=C2)C=2C=NC(=CC2)O[C@@H](C(F)(F)F)C)(F)F